O=C1NC(CCC1N1C(C2=CC=C(C=C2C1)CNC(C(C1=CC=C(C=C1)C1(CC1)C(F)(F)F)=O)=O)=O)=O N-((2-(2,6-Dioxopiperidin-3-yl)-1-oxoisoindolin-5-yl)methyl)-2-oxo-2-(4-(1-(trifluoromethyl)cyclopropyl)phenyl)acetamide